tetrahydropyran-2-ylpyrazol O1C(CCCC1)C1=NNC=C1